tert-butyl N-(1-(5-bromo-4-(4-cyano-3-fluorophenyl)-3-(cyanomethyl)pyridin-2-yl)piperidin-4-yl)carbamate BrC=1C(=C(C(=NC1)N1CCC(CC1)NC(OC(C)(C)C)=O)CC#N)C1=CC(=C(C=C1)C#N)F